BrC1=CC(=C(C=C1)NC(=O)C1=CC2=CC=CC=C2C=C1)C(N[C@H](C(NCCNC(NCCOC)=N)=O)CC1=CNC2=CC=CC=C12)=O (S)-N-(4-bromo-2-((6-imino-13-(1H-indol-3-yl)-11-oxo-2-oxa-5,7,10-triazatridecan-12-yl)carbamoyl)phenyl)-2-naphthamide